CC(C[C@H](C(=O)OCC1=CC=CC=C1)NC([C@@H](CC1=CC=CC=C1)NC(CNC[C@H](C)C1=CC=CC=C1)=O)=O)C (R)-Benzyl 4-methyl-2-((R)-3-phenyl-2-(2-(((R)-2-phenylpropyl)amino)acetamido)propanamido)pentanoate